OCC(C(=O)N)NC 3-hydroxy-2-(methylamino)propanamide